[Si](C1=CC=CC=C1)(C1=CC=CC=C1)(C(C)(C)C)O[C@@H]1C[C@@H](N(C1)C(=O)OC(C)(C)C)C(=O)OC (2R,4R)-1-tert-butyl 2-methyl 4-((tert-butyldiphenylsilyl)oxy)pyrrolidine-1,2-dicarboxylate